ClC1=CC(=NC(=C1)NC1=CC(=CC=C1)F)C(=O)NC=1C=C(C=CC1)C 4-Chloro-6-((3-fluorophenyl)amino)-N-(m-tolyl)pyridineamide